C(C)\C(=C/C(/C(=O)N)=N\O)\C(C)[N+](=O)[O-] (E)-4-Ethyl-2-[(E)-hydroxyimino]-5-nitro-3-hexenamide